6-(Hydroxymethyl)-8-methyl-2-(methylthio)pyrido[2,3-d]pyrimidin-7(8H)-one OCC1=CC2=C(N=C(N=C2)SC)N(C1=O)C